COC=1C=2N(N=C(C1)OCC1=NC=3CCN(CC3C=C1)C[C@@H](CO)O)C(=NN2)C2=NOC(=C2)C (2S)-3-(2-(((8-methoxy-3-(5-methylisoxazol-3-yl)-[1,2,4]triazolo[4,3-b]pyridazin-6-yl)oxy)methyl)-7,8-dihydro-1,6-naphthyridine-6(5H)-yl)propane-1,2-diol